C1(CCCCC1)OC1=NC=CC=C1C=1C=NN2C1N=C(C(=C2)F)N2CCNCC2 3-[2-(cyclohexoxy)-3-pyridyl]-6-fluoro-5-piperazin-1-yl-pyrazolo[1,5-a]pyrimidine